1-[(1S)-1-(2-pyrimidin-2-yl-1,2,4-triazol-3-yl)ethyl]-3-[3-(trifluoromethyl)phenyl]urea N1=C(N=CC=C1)N1N=CN=C1[C@H](C)NC(=O)NC1=CC(=CC=C1)C(F)(F)F